F[C@H]1CN(CC1)CCC1=NN(C(C(=C1)C)=O)[C@H](C(=O)O)CC(C)C (S)-2-(3-(2-((R)-3-fluoropyrrolidin-1-yl)ethyl)-5-methyl-6-oxopyridazine-1(6H)-yl)-4-methylpentanoic acid